(E)-2-(4-(3-(6,7-dimethoxy-3,4-dihydroisoquinolin-2(1H)-yl)-3-oxoprop-1-en-1-yl)-2-methoxyphenoxy)-N-hydroxyacetamide COC=1C=C2CCN(CC2=CC1OC)C(/C=C/C1=CC(=C(OCC(=O)NO)C=C1)OC)=O